1-(tert-butyl)-4-(3-methylphenoxy)-1H-pyrazole-5-carboxamide C(C)(C)(C)N1N=CC(=C1C(=O)N)OC1=CC(=CC=C1)C